(E)-but-2-en-1,4-diyl diacetate C(C)(=O)OC\C=C\COC(C)=O